((2R,4R)-4-(2-aminooxazolo[4,5-c]pyridin-7-yl)tetrahydro-2H-pyran-2-yl)((S)-6,8-dichloro-1-methyl-3,4-dihydroisoquinolin-2(1H)-yl)methanone NC=1OC2=C(C=NC=C2[C@H]2C[C@@H](OCC2)C(=O)N2[C@H](C3=C(C=C(C=C3CC2)Cl)Cl)C)N1